2-[2-[[(3R)-1-phenylpyrrolidin-3-yl]carbamoyl]indan-2-yl]acetic acid C1(=CC=CC=C1)N1C[C@@H](CC1)NC(=O)C1(CC2=CC=CC=C2C1)CC(=O)O